C(C=C)[Si](O[Si](C)(C)C)(C)CC=C di(2-propenyl)tetramethyl-disiloxane